tert-Butyl (2-oxo-2-(2-(2,2,2-trifluoroacetyl)hydrazineyl)ethyl)carbamate O=C(CNC(OC(C)(C)C)=O)NNC(C(F)(F)F)=O